((5-chloro-6-formyl-1-(phenylsulfonyl)-1H-indol-2-yl)methyl)acetamide ClC=1C=C2C=C(N(C2=CC1C=O)S(=O)(=O)C1=CC=CC=C1)CCC(=O)N